[Br-].C(C(=C)C)(=O)OCCCCC[NH2+]C 5-(methacryloyloxy)pentylmethylammonium bromide